4-amino-N-(1-((3-chloro-2-fluorophenyl)amino)-6-methylisoquinolin-5-yl)quinazoline-8-carboxamide NC1=NC=NC2=C(C=CC=C12)C(=O)NC1=C2C=CN=C(C2=CC=C1C)NC1=C(C(=CC=C1)Cl)F